C(C)[C@]1(C(OC(C2=CN3CCC(C3C=C21)=O)=O)=O)O (S)-4-ethyl-4-hydroxy-7,8-dihydro-1H-pyrano[3,4-f]indolizine-3,6,1(4H)-trione